1,2-dipalmitoyl-sn-glycero-3-phosphoethanolamine sodium salt [Na].C(CCCCCCCCCCCCCCC)(=O)OC[C@@H](OC(CCCCCCCCCCCCCCC)=O)COP(=O)(O)OCCN